FCCOCCOC1=NC=CC=C1C=CC1=CC=C(C=N1)NC 6-(2-(2-(2-(2-fluoroethoxy)ethoxy)pyridin-3-yl)vinyl)-N-methylpyridin-3-amine